(S)-(4-methyl-2-phenoxypyrimidin-5-yl)-4-oxo-4,5-dihydro-3H-1-thia-3,5,8-triazaacenaphthylene-2-carboxamide CC1=NC(=NC=C1N1C2=C(SC=3N=CC=C(NC1=O)C32)C(=O)N)OC3=CC=CC=C3